1,2,5-thiadiazolidin-3-one-1,1-dioxide S1(NC(CN1)=O)(=O)=O